2-(1-acryloyl-4-(8-chloro-7-(6-chloro-5-methyl-1H-indazol-4-yl)-6-fluoro-4-((1-methylpyrrolidin-2-yl)methoxy)-1H-imidazo[4,5-c]quinolin-1-yl)piperidin-2-yl)acetonitrile C(C=C)(=O)N1C(CC(CC1)N1C=NC=2C(=NC=3C(=C(C(=CC3C21)Cl)C2=C1C=NNC1=CC(=C2C)Cl)F)OCC2N(CCC2)C)CC#N